C(N)(=O)[C@@H]1C[C@@]2(CN1C(=O)OC(C)(C)C)C(NC1=C(O2)C(=CC=C1)C1=CC=CC=C1)=O t-butyl (2R,5'S)-5'-carbamoyl-3-oxo-8-phenyl-3,4-dihydrospiro[benzo[b][1,4]oxazine-2,3'-pyrrolidine]-1'-carboxylate